racemic-tert-butyl 5-{[2-(4-isopropylphenyl) imidazo[1,2-a]pyrimidin-3-yl] methyl}-2,5-diazabicyclo[2.2.2]octane-2-carboxylate C(C)(C)C1=CC=C(C=C1)C=1N=C2N(C=CC=N2)C1CN1C2CN(C(C1)CC2)C(=O)OC(C)(C)C